rac-(3R)-3-(4-{1-[(1-{1-[6-(2-hydroxyphenyl)pyridazin-4-yl]-4-phenylpiperidine-4-carbonyl}-3-methylpyrrolidin-3-yl)methyl]piperidin-4-yl}phenyl)piperidine-2,6-dione OC1=C(C=CC=C1)C1=CC(=CN=N1)N1CCC(CC1)(C(=O)N1CC(CC1)(C)CN1CCC(CC1)C1=CC=C(C=C1)[C@@H]1C(NC(CC1)=O)=O)C1=CC=CC=C1 |r|